OC1=CC=C(C=C1)C#CC#CCCC 7-(4-hydroxyphenyl)hepta-4,6-diyne